C(C)(C)C1=C(NC2=CC=C(C=C12)C1CCN(CC1)C1COC1)C=1C=CC=2N(C1)C(=NN2)C 6-(3-isopropyl-5-(1-(oxetan-3-yl)piperidin-4-yl)-1H-indol-2-yl)-3-methyl-[1,2,4]triazolo[4,3-a]pyridine